N-(5-chloro-4-((1-ethyl-7-methoxy-1H-indazol-6-yl)amino)pyridin-2-yl)cyclopropanecarboxamide ClC=1C(=CC(=NC1)NC(=O)C1CC1)NC1=CC=C2C=NN(C2=C1OC)CC